ethylphosphonate C(C)P([O-])([O-])=O